2-((1-(tert-butoxycarbonyl)-3-hydroxyazetidin-3-yl)methyl)-1-methyl-2H-indazol-1-ium C(C)(C)(C)OC(=O)N1CC(C1)(O)CN1[N+](=C2C=CC=CC2=C1)C